Cl.CN1N=CC2=C(C=CC=C12)[C@H](C)N (1S)-1-(1-Methyl-1H-indazol-4-yl)ethan-1-amine hydrochloride